BrCC1=CC=NN1CCOC 5-(bromomethyl)-1-(2-methoxyethyl)-1H-pyrazole